(+/-)-trans-methyl 3-((2-(2-chloro-5-trityl-5H-pyrrolo[2,3-b]pyrazin-7-yl)quinazolin-4-yl)amino)bicyclo[2.2.2]octane-2-carboxylate ClC=1N=C2C(=NC1)N(C=C2C2=NC1=CC=CC=C1C(=N2)NC2C(C1CCC2CC1)C(=O)OC)C(C1=CC=CC=C1)(C1=CC=CC=C1)C1=CC=CC=C1